5-cyclopropyl-3-fluoro-2-(4-{[(1s,3s)-3-hydroxy-3-methylcyclobutyl]amino}pyrrolo[1,2-d][1,2,4]triazin-1-yl)phenol C1(CC1)C=1C=C(C(=C(C1)O)C=1C=2N(C(=NN1)NC1CC(C1)(C)O)C=CC2)F